C1(=CC=CC=C1)NCC(=O)N1CC2=C(CC1)C=C(S2)C2=NOC(=N2)C(F)(F)F 2-(phenylamino)-1-(2-(5-(trifluoromethyl)-1,2,4-oxadiazol-3-yl)-4,7-dihydrothieno[2,3-c]pyridin-6(5H)-yl)ethan-1-one